(1S,4S)-4-(p-toluenesulfonyl)cyclohexane-1-carboxylic acid methyl ester COC(=O)C1CCC(CC1)S(=O)(=O)C1=CC=C(C)C=C1